N-(3-chloro-2-fluorophenyl)-7-methoxy-6-(2-((4-methylpiperazin-1-yl)oxy)ethoxy)quinazolin-4-amine ClC=1C(=C(C=CC1)NC1=NC=NC2=CC(=C(C=C12)OCCON1CCN(CC1)C)OC)F